C(#N)C1(C(CN(CCC1)C=1C2=C(N=C(N1)N1CC(C1)N(C)C)C(=C(N=C2)C2=CC(=CC1=CC=C(C(=C21)C#C)F)O)F)N(C(C=C)=O)C)C N-(4-cyano-1-(2-(3-(dimethylamino)azetidin-1-yl)-7-(8-ethynyl-7-fluoro-3-hydroxynaphthalen-1-yl)-8-fluoropyrido[4,3-d]pyrimidin-4-yl)-4-methylazepan-3-yl)-N-methylacrylamide